tert-butyl (3R)-3-((4-((2,6-dioxopiperidin-3-yl)carbamoyl)phenoxy)methyl)pyrrolidine-1-carboxylate O=C1NC(CCC1NC(=O)C1=CC=C(OC[C@H]2CN(CC2)C(=O)OC(C)(C)C)C=C1)=O